3-[[3-[1-(2,2-Dimethylpropanoyloxy)ethoxycarbonyl]-2,5-dihydroxy-phenyl]methyl-sulfonylmethyl]-2,5-dihydroxy-benzoic acid 1-(2,2-dimethylpropanoyloxy)ethyl ester CC(C(=O)OC(C)OC(C1=C(C(=CC(=C1)O)CS(=O)(=O)CC1=C(C(=CC(=C1)O)C(=O)OC(C)OC(C(C)(C)C)=O)O)O)=O)(C)C